COC=1C=C(C=C(C1CCN1CCC(CC1)OC1CCNCC1)OC)C=1C=C(C(N(C1)CCC)=O)C 5-(3,5-dimethoxy-4-(2-(4-(piperidin-4-yloxy)piperidin-1-yl)ethyl)phenyl)-3-methyl-1-propylpyridin-2(1H)-one